hexanediyl-bis(methyl carbamate) C(CCCCCN(C([O-])=O)C)N(C([O-])=O)C